(R)-N-((S)-3-cyclopropyl-1-oxo-1-(((S)-3-oxo-1-((S)-2-oxopyrrolidin-3-yl)-4-(trifluoromethoxy)butan-2-yl)amino)propan-2-yl)tetrahydrofuran-2-carboxamide C1(CC1)C[C@@H](C(N[C@@H](C[C@H]1C(NCC1)=O)C(COC(F)(F)F)=O)=O)NC(=O)[C@@H]1OCCC1